BrC=1C(=C(CSC2=NC=3N(C(N(C(C3N2C)=O)C)=O)C)C(=CC1)OC)OC 8-((3-bromo-2,6-dimethoxybenzyl)thio)-1,3,7-trimethyl-1H-purine-2,6(3H,7H)-dione